C(=O)(O)C=1C=C(C[C@H](N)C(=O)O)C=CC1 3-carboxylphenylalanine